FC=1C=CC(=NC1F)C(=O)OC methyl 5,6-difluoropicolinate